(Z)-1-(3-(5-(dimethylamino)-2-isopropylphenyl)-4-oxothiazolidin-2-ylidene)-3-(2-fluoro-4-(1-(5-(trifluoromethoxy)pyridin-2-yl)-1H-1,2,4-triazol-3-yl)phenyl)urea CN(C=1C=CC(=C(C1)N1/C(/SCC1=O)=N/C(=O)NC1=C(C=C(C=C1)C1=NN(C=N1)C1=NC=C(C=C1)OC(F)(F)F)F)C(C)C)C